FC=1C=C(C=CC1)NC(=O)C1CNC1 N-(3-fluorophenyl)azetidine-3-carboxamide